C(C#C)OC1=NC=C(C=N1)C1=NC=CN=C1SC1=CC=C(C=C1)C(F)(F)F 2-(Prop-2-yn-1-yloxy)-5-(3-((4-(trifluoromethyl)phenyl)thio)pyrazin-2-yl)pyrimidine